[Si](C)(C)(C(C)(C)C)OCCCNC 3-((tert-butyldimethylsilyl)oxy)-N-methylpropan-1-amine